2,6-Bis-[1-(2,6-dimethylphenylimino)ethyl]pyridine chromium (III) trichloride [Cl-].[Cl-].[Cl-].[Cr+3].CC1=C(C(=CC=C1)C)N=C(C)C1=NC(=CC=C1)C(C)=NC1=C(C=CC=C1C)C